C1(CC1)C(=O)NC1=CC(=C(N=N1)C(=O)NC([2H])([2H])[2H])NC1=C(C(=CC(=C1)CC)C1=NN(N=C1)C)OC 6-(cyclopropanecarboxamido)-4-((5-ethyl-2-methoxy-3-(2-methyl-2H-1,2,3-triazol-4-yl)phenyl)amino)-N-(methyl-d3)pyridazine-3-carboxamide